C(#N)C1=C(C(=O)OC)C=C(C=C1)F methyl 2-cyano-5-fluoro-benzoate